Cl.Cl.N[C@H](C(=O)N1C=C(C2=CC=CC=C12)CCN(C)C)C(C)C (S)-2-amino-1-(3-(2-(dimethylamino)ethyl)-1H-indol-1-yl)-3-methylbutan-1-one dihydrochloride